7-(2,8-dimethylimidazo[1,2-b]pyridazin-6-yl)-5-fluoro-3-(1-methylpiperidin-4-yl)quinazolin-4(3H)-one CC=1N=C2N(N=C(C=C2C)C2=CC(=C3C(N(C=NC3=C2)C2CCN(CC2)C)=O)F)C1